rubidium 2,2-dihydroxymethylbutyrate OCC(C(=O)[O-])(CC)CO.[Rb+]